6-(4,6-bis(4-methoxystyryl)pyrimidin-2-oxy)hexylguanidinium trifluoroacetate FC(C(=O)[O-])(F)F.COC1=CC=C(C=CC2=NC(=NC(=C2)C=CC2=CC=C(C=C2)OC)OCCCCCCNC(=[NH2+])N)C=C1